[6-(2,4-difluorobenzyl)-2-azaspiro[3.3]heptan-2-yl]-[6-[3-(oxetan-3-yl)-1H-1,2,4-triazol-5-yl]-2-azaspiro[3.3]heptan-2-yl]methanone FC1=C(CC2CC3(CN(C3)C(=O)N3CC4(C3)CC(C4)C4=NC(=NN4)C4COC4)C2)C=CC(=C1)F